C(C=C)N1SC2=C(C1=O)C=CC=C2 N-allylbenzoisothiazolin-3-one